C(C)(C)(C)OC(=O)N[C@H](CC(=O)O)CC (S)-3-((tert-butoxycarbonyl)amino)pentanoic acid